(methyl-tert-butyl-amino-ethyl)-amine CC(CN)(N)C(C)(C)C